1-ETHOXY-3-METHYL-2-BUTENE C(C)OCC=C(C)C